Tetradecyldimethylamin C(CCCCCCCCCCCCC)N(C)C